N-(2-(4-(4-cyclobutyl-piperazine-1-yl)piperidine-1-yl)-5-((6-((S)-3-(2,3-dichlorobenzyl)isoxazolidine-2-yl)pyrimidine-4-yl)amino)-4-methoxy-phenyl)acrylamide C1(CCC1)N1CCN(CC1)C1CCN(CC1)C1=C(C=C(C(=C1)OC)NC1=NC=NC(=C1)N1OCC[C@@H]1CC1=C(C(=CC=C1)Cl)Cl)NC(C=C)=O